BrC=1C=CC=2N(C1)C=NN2 6-Bromo-[1,2,4]triazolo[4,3-a]pyridine